FC=1C=C(COC2=NC(N3C(N4[C@H](COCC4)C3)=C2)=O)C=C(C1OC1=CC(=NC=C1)C(F)(F)F)F (S)-7-((3,5-difluoro-4-((2-(trifluoromethyl)pyridin-4-yl)oxy)benzyl)oxy)-3,4,11,11a-tetrahydropyrimido[6',1':2,3]imidazo[5,1-c][1,4]oxazin-9(1H)-one